C(C)N1C=NC2=C1N(C(C=C2N2C[C@H](N(C[C@@H]2C)C(=O)OC(C)(C)C)C)=O)C tert-butyl (2R,5S)-4-(3-ethyl-4-methyl-5-oxo-4,5-dihydro-3H-imidazo[4,5-b]pyridin-7-yl)-2,5-dimethylpiperazine-1-carboxylate